tri-butyl-methyl-ammonium bromide [Br-].C(CCC)[N+](C)(CCCC)CCCC